(S)-3-(5-(((3S,4S)-1-((8-fluoro-3-morpholino-quinolin-6-yl)methyl)-4-(methoxymethyl)pyrrolidin-3-yl)oxy)-1-oxoisoindolin-2-yl)piperidine-2,6-dione FC=1C=C(C=C2C=C(C=NC12)N1CCOCC1)CN1C[C@H]([C@@H](C1)COC)OC=1C=C2CN(C(C2=CC1)=O)[C@@H]1C(NC(CC1)=O)=O